FC1=C(CN2CCN(CC2)C(C=C)=O)C=CC(=C1)[N+](=O)[O-] 1-(4-(2-fluoro-4-nitrobenzyl)piperazin-1-yl)prop-2-en-1-one